4,4'-methylenebis(o-toluidine) C(C=1C=C(C(N)=CC1)C)C=1C=C(C(N)=CC1)C